4-((3-chlorobenzyl)amino)-6-(3,5-dimethylisoxazol-4-yl)-N-((3-methylpyridin-4-yl)methyl)quinazoline-2-carboxamide ClC=1C=C(CNC2=NC(=NC3=CC=C(C=C23)C=2C(=NOC2C)C)C(=O)NCC2=C(C=NC=C2)C)C=CC1